di(methyl)n-butyl-(methoxy)silane C[Si](OC)(CCCC)C